tert-butyl (2-(2-(2-(3-bromo-2-hydroxypropoxy)ethoxy)ethoxy)ethyl)carbamate BrCC(COCCOCCOCCNC(OC(C)(C)C)=O)O